5-(tetrahydro-2H-pyran-4-yl)-3-(5-(trifluoromethyl)-4H-1,2,4-triazol-3-yl)picolinaldehyde O1CCC(CC1)C=1C=C(C(=NC1)C=O)C1=NN=C(N1)C(F)(F)F